ClC1=C(C=C(C=C1)S(=O)(=O)NC)COC1(CC1)C=1C=NC=CC1C1=C(C=CC=C1)OC1CC1 4-chloro-3-([1-[4-(2-cyclopropoxyphenyl)pyridin-3-yl]cyclopropoxy]methyl)-N-methylbenzene-1-sulfonamide